3-(1-ethyl-1H-imidazol-2-yl)-5-fluorobenzoic acid C(C)N1C(=NC=C1)C=1C=C(C(=O)O)C=C(C1)F